C(C)(=O)N[C@@H]1[C@H]2O[C@@H]([C@H]([C@@H]1O)N=[N+]=[N-])CO2 2-acetamido-1,6-anhydro-4-azido-2,4-dideoxy-β-D-mannopyranose